N-(3-(6-cyano-2-((2-hydroxyethyl)amino)-6,7-dihydro-5H-pyrrolo[3,4-d]pyrimidin-4-yl)phenyl)acetamide Nickel chlorid [Ni](Cl)Cl.C(#N)N1CC=2N=C(N=C(C2C1)C=1C=C(C=CC1)NC(C)=O)NCCO